CN1N=CC=2C1=NC(=CN2)N[C@@H](C)C=2C=C(C=CC2)NC(=O)C=2C=C1C(=NC2)OCCO1 (S)-N-(3-(1-((1-methyl-1H-pyrazolo[3,4-b]pyrazin-6-yl)amino)ethyl)phenyl)-2,3-dihydro-[1,4]dioxino[2,3-b]pyridine-7-carboxamide